ethyl 3-(2-(1,3-dioxan-2-yl)-4-methoxyphenyl)-4-nitrobutanoate O1C(OCCC1)C1=C(C=CC(=C1)OC)C(CC(=O)OCC)C[N+](=O)[O-]